N-hydroxy-4-((3-(4-(methylamino)phenethyl)-2,4-dioxo-3,4-dihydroquinazolin-1(2H)-yl)methyl)benzamide ONC(C1=CC=C(C=C1)CN1C(N(C(C2=CC=CC=C12)=O)CCC1=CC=C(C=C1)NC)=O)=O